(1-((1R,3S,4S)-2-Azabicyclo[2.2.1]heptane-3-carbonyl)piperidin-4-yl)(1-(2-((2R,5S)-2,5-dimethylpyrrolidine-1-carbonyl)-4-fluorophenyl)-1H-pyrrolo[2,3-c]pyridin-3-yl)methanone [C@@H]12N[C@@H]([C@@H](CC1)C2)C(=O)N2CCC(CC2)C(=O)C2=CN(C1=CN=CC=C12)C1=C(C=C(C=C1)F)C(=O)N1[C@@H](CC[C@@H]1C)C